The molecule is a bis(hydroperoxy)icosatetraenoate that is the conjugate base of (5S,15S)-dihydroperoxy-(6E,8Z,11Z,13E)-icosatetraenoic acid, obtained by deprotonation of the carboxy group; major species at pH 7.3. It is a conjugate base of a (5S,15S)-dihydroperoxy-(6E,8Z,11Z,13E)-icosatetraenoic acid. CCCCC[C@@H](/C=C/C=C\\C/C=C\\C=C\\[C@H](CCCC(=O)[O-])OO)OO